FC(OC1=CC=C(C=C1)[C@H]([C@@H](CN1CCCC1)NC(=O)[C@H]1CN(CC1)C1=CC=CC=C1)O)F (R)-N-((1R,2R)-1-(4-(difluoromethoxy)phenyl)-1-hydroxy-3-(pyrrolidin-1-yl)propan-2-yl)-1-phenylpyrrolidine-3-carboxamide